7-fluoro-5-((2'-(5-(trifluoromethyl)isoindolin-2-yl)-[2,4'-bipyrimidin]-4-yl)ethynyl)-1H-indazole FC=1C=C(C=C2C=NNC12)C#CC1=NC(=NC=C1)C1=NC(=NC=C1)N1CC2=CC=C(C=C2C1)C(F)(F)F